5-CARBAMOYLFURAN-3-YLBORONIC ACID C(N)(=O)C1=CC(=CO1)B(O)O